2-amino-2-(2,6-naphthyridin-4-yl)acetamide NC(C(=O)N)C1=CN=CC2=CC=NC=C12